C(C)OC(=O)C1=C2C(=NN1C1=CC(=CC=C1)Cl)C(NC2)=O 2-(3-Chlorophenyl)-6-oxo-4,5-dihydropyrrolo[3,4-c]pyrazole-3-carboxylic acid ethyl ester